CN(CCN1CCN(CC1)C1=NC2=CC=C(C=C2C(=N1)NC(C)C=1SC=CC1)C=1C(=NOC1C)C)C 2-(4-(2-(dimethylamino)ethyl)piperazin-1-yl)-6-(3,5-dimethylisoxazol-4-yl)-N-(1-(thiophen-2-yl)ethyl)quinazolin-4-amine